5-amino-N3-(2-fluoro-5-(2-(pyridin-4-yl)acetamido)pyridin-3-yl)-1-isopropyl-1H-pyrazole-3,4-dicarboxamide NC1=C(C(=NN1C(C)C)C(=O)NC=1C(=NC=C(C1)NC(CC1=CC=NC=C1)=O)F)C(=O)N